(14-bromotetradecyl)-tetradecyldimethylammonium bromide [Br-].BrCCCCCCCCCCCCCC[N+](C)(C)CCCCCCCCCCCCCC